C(C)C=1C(=NC=CC1)OC=1C=CC(=C(C=O)C1)C1CN(CC1)C(C1=NC=C(C=C1)F)=O 5-(3-ethylpyridin-2-yloxy)-2-(1-(5-fluoropicolinoyl)pyrrolidin-3-yl)benzaldehyde